C(C(=C)C)(=O)OCCOCC1=CC=C(C=C1)C=C 2-(4-vinylbenzyloxy)ethanol methacrylate